COC=1C=C(C=CC1)C(CC(=O)O)(CC(=O)O)C(=O)O 2-(3-methoxyphenyl)-propane-1,2,3-tricarboxylic acid